CC(C)(C)SN=C1COC1 2-methyl-N-(oxetane-3-ylidene)propane-2-sulfenamide